3,7-dimethyl-7-octenylpropionate CC(CCOC(CC)=O)CCCC(=C)C